OC=1C(=CC2=CN(N=C2C1)C1CCN(CC1)CC1CCC2(CCNCC2)CC1)[N+](=O)[O-] 9-((4-(6-Hydroxy-5-nitro-2H-indazol-2-yl)piperidin-1-yl)methyl)-3-azaspiro[5.5]undecan